5-((1-(4-(2-(2-aminopyridin-3-yl)-3H-imidazo[4,5-b]pyridin-3-yl)benzyl)piperidin-4-yl)amino)nicotinonitrile NC1=NC=CC=C1C1=NC=2C(=NC=CC2)N1C1=CC=C(CN2CCC(CC2)NC=2C=NC=C(C#N)C2)C=C1